(p-methoxybenzylidene)aniline methyl-4-(4-(1-(tert-butyl)-3-(4-chloro-3-fluorophenyl)-1H-pyrrolo[2,3-b]pyridine-6-carbonyl)-3,3-dimethylpiperazin-1-yl)-2,6-dimethylbenzoate COC(C1=C(C=C(C=C1C)N1CC(N(CC1)C(=O)C1=CC=C2C(=N1)N(C=C2C2=CC(=C(C=C2)Cl)F)C(C)(C)C)(C)C)C)=O.COC2=CC=C(C=NC1=CC=CC=C1)C=C2